NC1=C(C=C(C=N1)NC(C(=O)N1[C@@H](CC[C@H](C1)C)C=1C=CC2=C(N=C(S2)COC)C1)=O)C N-(6-amino-5-methyl-3-pyridyl)-2-[(2S,5R)-2-[2-(methoxymethyl)-1,3-benzothiazol-5-yl]-5-methyl-1-piperidyl]-2-oxo-acetamide